N-(5-bromo-1H-indol-3-yl)-4-fluoro-1H-benzo[d]imidazol-2-amine BrC=1C=C2C(=CNC2=CC1)NC1=NC2=C(N1)C=CC=C2F